(S)-1-(2,6-difluorophenyl)ethylamine FC1=C(C(=CC=C1)F)[C@H](C)N